COC(C1=C(C(=CC=C1Br)C(F)(F)F)F)=O 6-bromo-2-fluoro-3-(trifluoromethyl)-benzoic acid methyl ester